F[C@H]1CC=2N(N=C(C2C2=CC(=NC=C2)NC(C)=O)C2=CC=C(C=C2)F)C1 N-[4-[(5S)-5-Fluoro-2-(4-fluorophenyl)-5,6-dihydro-4H-pyrrolo[1,2-b]pyrazol-3-yl]-2-pyridyl]acetamide